2-Amino-4-(3-((3S,4R)-3-(dimethylamino)-4-hydroxypyrrolidin-1-yl)-5-fluoro-7,9-dihydrofuro[3,4-f]quinazolin-6-yl)-7-fluorothieno[3,2-c]pyridine-3-carbonitrile NC1=C(C=2C(=NC=C(C2S1)F)C=1C2=C(C=3C=NC(=NC3C1F)N1C[C@@H]([C@@H](C1)O)N(C)C)COC2)C#N